2-(2-heptadecyl-2-imidazolin-1-yl)ethanol C(CCCCCCCCCCCCCCCC)C=1N(CCN1)CCO